tri(1,3-dichloropropyl)phosphate ClC(CCCl)OP(=O)(OC(CCCl)Cl)OC(CCCl)Cl